2-acetyl-N,N,N-trimethyl-ethanamidium chloride [Cl-].C(C)(=O)CC(=O)[N+](C)(C)C